IC1=NN2C(C(=CC=C2)C2=CC=CC=C2)=N1 2-iodo-8-phenyl-[1,2,4]triazolo[1,5-a]pyridine